C(C(=O)O)(=O)O.C1OCC12CNC2.C2OCC21CNC1 2-oxa-6-azaspiro[3.3]heptan hemioxalate